ethyl-diethylamine lactate C(C(O)C)(=O)O.C(C)N(CC)CC